(2E)-1-[(1RS,2SR)-2,6,6-trimethyl-3-cyclohexen-1-yl]-2-buten-1-one C[C@@H]1[C@H](C(CC=C1)(C)C)C(\C=C\C)=O |r|